NCCNCCN N-(2-aminoethyl)ethane-1,2-diamine